O1COC2=C1C=CC(=C2)C=O (benzo[d][1,3]dioxol-5-yl)methanone